CN(C=1N=CC(=NC1)C=1C=C2C(=NC1)NC=C2C(C2=C(C(=CC=C2F)NS(N(C)C)(=O)=O)F)=O)C 5-[5-(dimethylamino)pyrazin-2-yl]-3-[3-(dimethylsulfamoylamino)-2,6-difluoro-benzoyl]-1H-pyrrolo[2,3-b]pyridine